2-(5-Cyclopropyl-8-oxothiazolo[5',4':4,5]pyrrolo[1,2-d][1,2,4]triazin-7(8H)-yl)-N-(pyridin-3-yl)acetamid C1(CC1)C1=NN(C(C=2N1C1=C(C2)SC=N1)=O)CC(=O)NC=1C=NC=CC1